ClC=1C=NC(=NC1)C1=CN=C(C2=CC(=C(C=C12)C(=O)N)OC(C)C)OC[C@H]1NC(CC1)=O 4-(5-chloropyrimidin-2-yl)-1-{[(2S)-5-oxopyrrolidin-2-yl]methoxy}-7-(propan-2-yloxy)isoquinoline-6-carboxamide